(5Z)-2-(1-thiomorpholino)-5-[(1-methyl-5-nitro-1H-imidazol-2-yl)methylene]thiazol-4(5H)-one S1CCN(CC1)C=1S\C(\C(N1)=O)=C/C=1N(C(=CN1)[N+](=O)[O-])C